[Cl-].C(C=C)(=O)OCCCCCCCCCCCCCCCC[N+]1=CC=CC=C1 acryloyloxyhexadecylpyridinium chloride